CN1CCN(CC1)CCO 4-methyl-1-piperazineethanol